C1(CCC1)C=1NC=2C(=NC(=CC2)C)N1 2-Cyclobutyl-5-methyl-imidazo[4,5-b]pyridin